6-[4-iodo-5-methyl-3-(1-methyl-1H-indazol-5-yl)-1H-pyrazol-1-yl]-2-azaspiro[3.3]heptane-2-carboxylic acid tert-butyl ester C(C)(C)(C)OC(=O)N1CC2(C1)CC(C2)N2N=C(C(=C2C)I)C=2C=C1C=NN(C1=CC2)C